C[Si](C)(C)CNC(N)=S 3-((trimethylsilyl)methyl)thiourea